C(C1CCCO1)NCC1CCCO1 ditetrahydrofurfuryl-amine